[C@@H]12CN(C[C@@H](CC1)O2)C2=CC1=C(C=N2)C(=NN1C)C=1C(=C(C(=C(C1)C(F)(F)F)F)O)F 3-(6-(cis-8-Oxa-3-azabicyclo[3.2.1]octan-3-yl)-1-methyl-1H-pyrazolo[4,3-c]pyridin-3-yl)-2,6-difluoro-5-(trifluoromethyl)phenol